CN1N=CC(=C1)C(=O)NC1=CC(=CC=C1)N1N=C(C2=CC=CC=C12)NC1=CC=C(C=C1)C=1C=NN(C1)C1OCCCC1 1-methyl-N-[3-[3-[4-(1-tetrahydropyran-2-ylpyrazol-4-yl)anilino]indazol-1-yl]phenyl]pyrazole-4-carboxamide